FC1([C@@H](CN2C(N(C[C@@H]21)C2=NOC1=C2C(=CC(=C1)F)C1=C(C=C(C=C1F)F)F)=O)NS(NC)(=O)=O)F N-{(6R,7aR)-7,7-difluoro-2-[6-fluoro-4-(2,4,6-trifluorophenyl)-1,2-benzoxazol-3-yl]-3-oxohexahydro-1H-pyrrolo[1,2-c]imidazol-6-yl}-N'-methylsulfuric diamide